CN(S(=O)(=O)C1=CN=C2N1C=CC=C2)[C@@H](C(F)(F)F)C2=CC=C(C=C2)C(F)(F)F (R)-N-methyl-N-(2,2,2-trifluoro-1-(4-(trifluoromethyl)phenyl)ethyl)imidazo[1,2-a]pyridine-3-sulfonamide